C[C@H]1[C@H]([C@H]([C@@H]([C@@H](O1)O[C@H]2[C@H](OC([C@@H]([C@H]2O[C@@H]3[C@@H]([C@H]([C@@H]([C@H](O3)CO)O)O)O)O)O)CO)O)O)O The molecule is a trisaccharide that is alpha-D-glucopyranosyl-(1->3)-D-galactopyranose in which the hydroxy group at position 4 of the D-galactopyranose moiety has been glycosylated by an alpha-L-fucopyranosyl group. It derives from an alpha-D-Glcp-(1->3)-D-Galp.